ClC=1C(=NN(C1C=1C=NC(=CC1OC)N[C@@H]1C(CCC1)(F)F)CC)C(=O)NCC1CCC(CC1)S(=O)(=O)C |o1:15| 4-Chloro-5-(6-(((S*)-2,2-difluorocyclopentyl)amino)-4-methoxypyridin-3-yl)-1-ethyl-N-(((1r,4S)-4-(methylsulfonyl)cyclohexyl)methyl)-1H-pyrazole-3-carboxamide